2-(9-(4-methoxybenzyl)-6-(1H-pyrazolo[4,3-c]pyridin-1-yl)-9H-purin-2-yl)-4-methylthiazole COC1=CC=C(CN2C3=NC(=NC(=C3N=C2)N2N=CC=3C=NC=CC32)C=3SC=C(N3)C)C=C1